4-({4-[(2-{3-[(4-methanesulfonyl-2-methoxyphenyl)amino]prop-1-yn-1-yl}-1-(2,2,2-trifluoroethyl)-1H-indol-4-yl)amino]piperidin-1-yl}methyl)-1,3-dioxolan-2-one CS(=O)(=O)C1=CC(=C(C=C1)NCC#CC=1N(C2=CC=CC(=C2C1)NC1CCN(CC1)CC1OC(OC1)=O)CC(F)(F)F)OC